BrC=1C=C2C=CN(C2=CC1)CCC(=O)O 3-(5-bromo-1H-indol-1-yl)propanoic acid